tert.-Butyl peroxypivalate C(C(C)(C)C)(=O)OOC(C)(C)C